5-(5-(3,5-dichlorophenyl)-5-(trifluoromethyl)-4,5-dihydroisoxazol-3-yl)-N-propyl-5,6-dihydro-4H-thieno[2,3-c]pyrrole-2-carboxamide ClC=1C=C(C=C(C1)Cl)C1(CC(=NO1)N1CC2=C(C1)C=C(S2)C(=O)NCCC)C(F)(F)F